ethyl 3-oxo-2-(ureidomethylene)butanoate O=C(C(C(=O)OCC)=CNC(=O)N)C